trans-tert-butyl 3-(8-bromo-6-chloro-3,4-dihydroquinolin-1(2H)-yl)-4-methoxypyrrolidine-1-carboxylate BrC=1C=C(C=C2CCCN(C12)[C@@H]1CN(C[C@H]1OC)C(=O)OC(C)(C)C)Cl